4-[4-[6-(cyclobutoxy)-5-methoxy-2-pyridinyl]-2,6-difluoro-N-methyl-anilino]butanoic acid C1(CCC1)OC1=C(C=CC(=N1)C1=CC(=C(N(C)CCCC(=O)O)C(=C1)F)F)OC